4-(Imidazo[1,2-a]pyridin-3-yl)-N-(5-iodopyridin-2-yl)pyrimidin-2-amine N=1C=C(N2C1C=CC=C2)C2=NC(=NC=C2)NC2=NC=C(C=C2)I